ClC1=C(C=C(C=C1)C1=CC=C(C=C1)C=1N=NN(C1)CCOCCOC)CC(C(=O)NC1=CC=C(C=C1)C=1C(=NNC1C)C)NC(=O)C=1N(N=CC1)C N-[1-[[2-chloro-5-[4-[1-[2-(2-methoxyethoxy)ethyl]triazol-4-yl]phenyl]phenyl]methyl]-2-[4-(3,5-dimethyl-1H-pyrazol-4-yl)anilino]-2-oxo-ethyl]-2-methyl-pyrazole-3-carboxamide